3-chloro-5-[2-(4-{[4-(2-hydroxyethanesulfonyl)phenoxy]methyl}-2-methylpyrrolidin-1-yl)ethyl]benzonitrile ClC=1C=C(C#N)C=C(C1)CCN1C(CC(C1)COC1=CC=C(C=C1)S(=O)(=O)CCO)C